C(C)C(COC(C=C)=O)CCCC 2-Ethylhexylacrylat